(5-{[2-(4-Chlorophenyl)imidazo[1,2-a]pyridin-3-yl]methyl}-2,5-diazabicyclo[2.2.2]oct-2-yl)-(3-ethoxyphenyl)methanon ClC1=CC=C(C=C1)C=1N=C2N(C=CC=C2)C1CN1C2CN(C(C1)CC2)C(=O)C2=CC(=CC=C2)OCC